1-(5-((2,6-dichlorobenzyl)oxy)-3-methyl-2,3-dihydro-1H-inden-1-yl)-piperidine-4-carboxylic acid ClC1=C(COC=2C=C3C(CC(C3=CC2)N2CCC(CC2)C(=O)O)C)C(=CC=C1)Cl